N-{1-[5-(furan-3-yl)thiophen-2-yl]ethyl}-6,7-dimethoxy-2-methylquinazolin-4-amine O1C=C(C=C1)C1=CC=C(S1)C(C)NC1=NC(=NC2=CC(=C(C=C12)OC)OC)C